BrC1=CC=2C(C3=CC=CC=C3C2C=C1)(C1=CC=C(C=C1)C(C)(C)C)C1=CC=C(C=C1)O 4-(2-bromo-9-(4-(tert-butyl)phenyl)-9H-fluoren-9-yl)phenol